The molecule is a furoic acid carrying the carboxy group at position 3. It has a role as a human metabolite. It is a conjugate acid of a 3-furoate. C1=COC=C1C(=O)O